NC1=NC2=CC(=CC=C2C(=C1)C1CC1)C=1C=NN(C1C1=C(C#N)C(=CC(=C1F)Cl)OC1CC1)C 2-(4-(2-amino-4-cyclopropylquinolin-7-yl)-1-methyl-1H-pyrazol-5-yl)-4-chloro-6-cyclopropyloxy-3-fluorobenzonitrile